FC1CN(CC1)C1CN(C1)C=1C=CC(=C(C(=O)OC)C1)C methyl 5-(3-(3-fluoropyrrolidin-1-yl) azetidin-1-yl)-2-methylbenzoate